NC=1C=2N(C3=CC(=C(C=C3N1)F)C(=O)N1[C@H]3[C@@H](CCC1)OC1=C3C=C(C(=C1)OC(F)(F)F)F)C=NC2 (4-amino-7-fluoroimidazo[1,5-a]quinoxalin-8-yl)((4aR,9bR)-8-fluoro-7-(trifluoromethoxy)-3,4,4a,9b-tetrahydrobenzofuro[3,2-b]pyridin-1(2H)-yl)methanone